FC=1C=C(C=C(C1)F)[C@H]1N(CCC(C1)=O)C(=O)OC(C)(C)C tert-Butyl (S)-2-(3,5-difluorophenyl)-4-oxopiperidine-1-carboxylate